FC(C=1N=C2N(C=CC=C2)C1C1=NC=CC=N1)(F)F 2-[2-(trifluoromethyl)imidazo[1,2-a]pyridin-3-yl]pyrimidin